C(C)(C)(C)OC(=O)N1C(C2=CC(=NC=C2CC1)O)C 7-hydroxy-1-methyl-3,4-dihydro-1H-2,6-naphthyridine-2-carboxylic acid tert-butyl ester